O1COC=2C(OC=CC21)C(=O)O [1,3]dioxolo[4,5-c]pyran-4-carboxylic acid